C=1OC=C2C=NC(=CC21)C(=O)N furo[3,4-c]pyridine-6-carboxamide